(6-(trifluoromethyl)tetrahydro-2H-pyran-2-yl)methanol FC(C1CCCC(O1)CO)(F)F